2''-bromo-2,4,6-trimethyl-1,1':3',1''-terphenyl BrC1=C(C=CC=C1)C=1C=C(C=CC1)C1=C(C=C(C=C1C)C)C